[N-](S(=O)(=O)C(F)(F)F)S(=O)(=O)C(F)(F)F.COC(C)C1=NC=CN1C 1-methoxyethyl-3-methylimidazole bis(trifluoromethanesulfonyl)imide salt